methyl-seryl alcohol CN[C@@H](CO)C(=O)O